NC1=NC=NN2C1=C(C=C2C=2C=CC(=C(C(=O)NCC1=NC=CN=C1Cl)C2)OC)C(F)(F)F 5-[4-amino-5-(trifluoromethyl)pyrrolo[2,1-f][1,2,4]triazin-7-yl]-N-[(3-chloropyrazin-2-yl)methyl]-2-methoxybenzamide